4-((3-Ethoxy-1-(4-(methoxycarbonyl)phenyl)-8-azabicyclo[3.2.1]oct-8-yl)methyl)-5-methoxy-7-methyl-1H-indole-1-carboxylic acid tert-butyl ester C(C)(C)(C)OC(=O)N1C=CC2=C(C(=CC(=C12)C)OC)CN1C2(CC(CC1CC2)OCC)C2=CC=C(C=C2)C(=O)OC